CC1=C(N=NC(=C1)N[C@H]1CN(CCC1)C)C=1C=C2CCCC2=CC1 (R)-5-(4-Methyl-6-((1-methylpiperidin-3-yl)amino)pyridazin-3-yl)-2,3-dihydro-1H-indene